CC1(CC(C1)NC1=NN2C(C=N1)=C(C=C2)C=2C=NC=1N(C2)C=CN1)C N-(3,3-dimethylcyclobutyl)-5-(imidazo[1,2-a]pyrimidin-6-yl)pyrrolo[2,1-f][1,2,4]triazin-2-amine